FC(COC1=CC=2N(C=C1)C(=CN2)I)F 7-(2,2-difluoroethoxy)-3-iodoimidazo[1,2-a]pyridine